N-(5-{1-[4-(trifluoromethyl)phenyl]-1H-pyrazol-4-yl}-1H-indol-3-yl)-1,3-oxazole-4-carboxamide FC(C1=CC=C(C=C1)N1N=CC(=C1)C=1C=C2C(=CNC2=CC1)NC(=O)C=1N=COC1)(F)F